dipotassium diphenylsulfon C1(=CC=CC=C1)S(=O)(=O)C1=CC=CC=C1.[K].[K]